1H-isoindole C1N=CC2=CC=CC=C12